[N+](=O)([O-])C=1C=C(C(=O)N2C=C(C3=CC(=CC=C23)N2CCOCC2)/C=C/C(=O)C2=CC=NC=C2)C=C(C1)[N+](=O)[O-] (E)-3-(1-(3,5-dinitrobenzoyl)-5-morpholino-1H-indol-3-yl)-1-(pyridin-4-yl)prop-2-en-1-one